C(C)N(CC)CC N,N-Diethylethylamine